C(C)(=O)NC1=NC=CC(=C1)C1=C(N=C(N1)SC)C1=C(C=CC=C1)NC(=O)C1CCCC1 N-(2-(5-(2-acetamidopyridin-4-yl)-2-(methylthio)-1H-imidazol-4-yl)phenyl)cyclopentane-carboxamide